N-((S)-1-(((R)-3-methyl-1-((1R,7R)-11-methyl-2,6-dioxo-3,5-dioxa-11-aza-4-borabicyclo[5.3.1]undecan-4-yl)butyl)amino)-1-oxo-3-phenylpropan-2-yl)pyrazine-2-carboxamide CC(C[C@@H](B1OC([C@H]2CCC[C@H](C(O1)=O)N2C)=O)NC([C@H](CC2=CC=CC=C2)NC(=O)C2=NC=CN=C2)=O)C